1-(3,5-dichlorophenyl)-5-(6-methoxypyridin-3-yl)-3-(pyridin-3-yl)pyrimidine-2,4(1H,3H)-dione ClC=1C=C(C=C(C1)Cl)N1C(N(C(C(=C1)C=1C=NC(=CC1)OC)=O)C=1C=NC=CC1)=O